NC1=NC=CC=2N1C(=NC2C2CCN(CC2)C([C@@H](C)O)=O)C2=CC=C(C=C2)OC2=CC=CC=C2 (R)-1-(4-(5-amino-3-(4-phenoxyphenyl)imidazo[1,5-c]pyrimidin-1-yl)piperidin-1-yl)-2-hydroxypropan-1-one